C(#N)C=1C=C(C=CC1)C1(COC1)CNC(CC1CCCCC1)=O N-[[3-(3-cyanophenyl)oxetan-3-yl]methyl]-2-cyclohexyl-acetamide